methyl 2-(2-(4-(((3R,3aR,6R,6aR)-6-hydroxyhexahydrofuro[3,2-b]furan-3-yl)oxy)phenyl)-6-oxo-5-(2-phenylthiazole-5-carboxamido)pyrimidin-1(6H)-yl)acetate O[C@@H]1CO[C@H]2[C@@H]1OC[C@H]2OC2=CC=C(C=C2)C=2N(C(C(=CN2)NC(=O)C2=CN=C(S2)C2=CC=CC=C2)=O)CC(=O)OC